C(C)(=O)C1=CN(C2=CC=C(C=C12)C(=O)N=[N+]=[N-])CC(=O)N(C1CC1)CC(=O)NCC1=C(C(=CC=C1)Cl)F 3-acetyl-1-(2-((2-((3-chloro-2-fluorobenzyl)amino)-2-oxoethyl)(cyclopropyl)amino)-2-oxoethyl)-1H-indole-5-carbonyl azide